CC1=NC(=CS1)CCC2C(C(=O)O2)CCCCCCCC=C The molecule is a beta-lactone carrying non-8-en-1-yl and 2-(2-methyl-1,3-thiazol-4-yl)ethyl substituents at positions 3 and 4 respectively. It is a beta-lactone, an olefinic compound and a member of 1,3-thiazoles.